((3-(3-cyano-4-((2-ethyl-1H-imidazol-1-yl) methyl) phenyl)-5-isobutylthiophene-2-yl) sulfonyl) carbamate C(N)(OS(=O)(=O)C=1SC(=CC1C1=CC(=C(C=C1)CN1C(=NC=C1)CC)C#N)CC(C)C)=O